Pyrazolo[1,5-a][1,3,5]triazine-2-amine N=1C=2N(C=NC1N)N=CC2